dimethyl-5-hydroxy-tryptamine CN(CCC1=CNC2=CC=C(C=C12)O)C